N-(4-amino-1-((2-(trimethylsilyl)ethoxy)methyl)-1H-pyrazolo[4,3-c]pyridin-7-yl)-2-((2R,5S)-5-methyl-2-(rac-(R)-tetrahydro-2H-pyran-3-yl)piperidin-1-yl)-2-oxoacetamide NC1=NC=C(C2=C1C=NN2COCC[Si](C)(C)C)NC(C(=O)N2[C@H](CC[C@@H](C2)C)[C@@H]2COCCC2)=O |&1:29|